C1=CC=CC=2C3=CC=CC=C3C(=CC12)N(C1=CC=C(C=C1)C1=CC=C(N(C2=CC=CC=C2)C=2C3=CC=CC=C3C=3C=CC=CC3C2)C=C1)C1=CC=CC=C1 N,N'-di(9-phenanthrenyl)-N,N'-diphenylbenzidine